C1=CC=C(C=C1)P([C-]2C=CC=C2)C3=CC=CC=C3.C1=CC=C(C=C1)P([C-]2C=CC=C2)C3=CC=CC=C3.[Fe+2] bis(diphenylphosphino)ferrocene